C(C)(=O)C1=CC=C(C=C1)N1C(CCC1=O)=O N-(4-acetylphenyl)succinimide